2-[1-(2,4-dichlorophenyl)ethylamino]-5-(trifluoromethyl)-4H-[1,2,4]triazolo[1,5-a]pyrimidin-7-one ClC1=C(C=CC(=C1)Cl)C(C)NC1=NN2C(NC(=CC2=O)C(F)(F)F)=N1